3',5,5'-tri-tert-butylbiphenyl C(C)(C)(C)C=1C=C(C=C(C1)C(C)(C)C)C1=CC=CC(=C1)C(C)(C)C